[Cl].C1(C(CC(C(C1)C(=O)O)C(=O)O)C(=O)O)C(=O)O 1,2,4,5-cyclohexanetetracarboxylic acid chlorine